lithium disilicate [Si]([O-])([O-])([O-])[O-].[Si]([O-])([O-])([O-])[O-].[Li+].[Li+].[Li+].[Li+].[Li+].[Li+].[Li+].[Li+]